COC[C@@H]1CCC2=CC=3CCCC3C(=C12)NC(=O)N=[S@@](=O)(N)C=1C=NN2C1O[C@@H](C2)C (S,2R)-N'-(((R)-3-(methoxymethyl)-1,2,3,5,6,7-hexahydro-s-indacen-4-yl)carbamoyl)-2-methyl-2,3-dihydropyrazolo[5,1-b]oxazole-7-sulfonimidamide